N(NC(=O)ON1C(CCC1=O)=O)C(=O)[O-] 2-(2,5-dioxopyrrolidin-1-yl) hydrazine-1,2-dicarboxylate